C(O)(O)O ortho-formic acid